(2R)-2-(2-pyridyldithio)propan-1-ol N1=C(C=CC=C1)SS[C@@H](CO)C